FC1=C(C=CC(=C1)SC(F)(F)F)NC=1N(C(C=C2CCN(C(C12)=O)OCCO)=O)C 8-((2-fluoro-4-((trifluoromethyl)thio)phenyl)-amino)-2-(2-hydroxyethoxy)-7-methyl-3,4-dihydro-2,7-naphthyridine-1,6(2h,7h)-dione